FC1=CC=C(C=C1)C(C1CNCCO1)C1=CC=C(C=C1)F 2-(bis(4-fluorophenyl)methyl)morpholine